FC=1C=C2C=NC=3N(C2=CC1C=O)C=NN3 7-fluoro-[1,2,4]triazolo[4,3-a]quinazoline-8-carbaldehyde